BrC=1SC(=CN1)CN(C1=NC(=CC=C1[N+](=O)[O-])OC)CC N-[(2-bromothiazol-5-yl)methyl]-N-ethyl-6-methoxy-3-nitropyridin-2-amine